NCC=1N=CC(=NC1)C1=CC(=C(C(=O)NC=2SC=C(N2)C(C)(C#C)C2=CC=C(C=C2)F)C(=C1)F)F 4-(5-(aminomethyl)pyrazin-2-yl)-2,6-difluoro-N-(4-(2-(4-fluorophenyl)but-3-yn-2-yl)thiazol-2-yl)benzamide